C(C)(C)(C)C1=C(C=C(C=C1)NC([C@@H](C1=CC=C(C=C1)COC)NC(CN1C(NC(C=C1)=O)=O)=O)=O)F (2R)-N-(4-tert-butyl-3-fluorophenyl)-2-(((2,4-dioxo-3,4-dihydropyrimidin-1(2H)-yl)acetyl)amino)-2-(4-(methoxymethyl)phenyl)acetamide